ClC=1C=2N(C=CC1)N=C(C2)[C@H]2N(CCC1=C2N=CN1)C(=O)C=1OC(=NN1)C(C)(C)F (S)-(4-(4-chloropyrazolo[1,5-a]pyridin-2-yl)-6,7-dihydro-1H-imidazo[4,5-c]pyridin-5(4H)-yl)(5-(2-fluoropropan-2-yl)-1,3,4-oxadiazol-2-yl)methanone